C(C1=CC=CC=C1)NC1=NC(=NN2C1=CC=C2C2CC2)N2C(=CC=1C(=CC=CC21)C(=O)N)C 1-(4-(benzylamino)-7-cyclopropylpyrrolo[2,1-f][1,2,4]triazin-2-yl)-2-methyl-1H-indole-4-carboxamide